6-[(Dimethylamino)methyl]-N-[2-(2-fluoro-6-methylphenyl)-[1,3]thiazolo[5,4-c]pyridin-6-yl]-5-(oxolan-3-yl)pyridin-2-amine CN(C)CC1=C(C=CC(=N1)NC1=CC2=C(C=N1)SC(=N2)C2=C(C=CC=C2C)F)C2COCC2